5-((6-((4'-chloro-5,5-dimethyl-3,4,5,6-tetrahydro-[1,1'-biphenyl]-2-yl)methyl)-2,6-diazaspiro[3.3]heptane-2-yl)methyl)-2-(2,6-dioxopiperidin-3-yl)isoindoline-1,3-dione ClC1=CC=C(C=C1)C1=C(CCC(C1)(C)C)CN1CC2(CN(C2)CC=2C=C3C(N(C(C3=CC2)=O)C2C(NC(CC2)=O)=O)=O)C1